NC1=NC=NC=2N(C3=C(C=CC=C3C21)Br)CC(=O)OCC ethyl 2-(4-amino-8-bromo-9H-pyrimido[4,5-b]indol-9-yl)acetate